[Ru+2].ClC1=C(C(C(C=C1)P(C1=CC=CC=C1)(C1=CC=CC=C1)=C1C=C(C2=CC=CC=C12)C1=CC=CC=C1)=C1N(CCN1C1=C(C=C(C=C1C)C)C)C1=C(C=C(C=C1C)C)C)Cl dichloro[1,3-bis(2,4,6-trimethylphenyl)-2-imidazolidinylidene](3-phenyl-1H-inden-1-ylidene)(triphenylphosphine) ruthenium (II)